C(CCCCCCC=CCCCCCCC(=O)O)(=O)O 8-hexadecene-1,16-dioic acid